NC1=NC(=NN1C1=NC=NC2=CC(=C(C=C12)O)O)NC1=CC=C(C=C1)C1CCN(CC1)C 4-(5-amino-3-(4-(1-methylpiperidin-4-yl)phenylamino)-1H-1,2,4-triazol-1-yl)quinazoline-6,7-diol